N-(3-cyano-1-methyl-4,5,6,7-tetrahydrothieno[3,2-c]pyridin-2-yl)-2-(4-sulfamoylphenyl)acetamide 2,2,2-trifluoroacetate FC(C(=O)O)(F)F.C(#N)C1=C(S(C2=C1CNCC2)C)NC(CC2=CC=C(C=C2)S(N)(=O)=O)=O